N1=NC(=CC=C1)N1CCCC1 (3S)-1-(pyridazin-3-yl)pyrrolidin